C(C)(C)(C)N(C(O)=O)[C@H]1[C@@H](CC2=CC=CC=C12)N1CCCC1.NC1=NC=CC(=N1)C(F)(F)F 2-amino-4-(trifluoromethyl)pyrimidine tert-butyl-((1R,2R)-2-(pyrrolidin-1-yl)-2,3-dihydro-1H-inden-1-yl)carbamate